dioleoyl-propylamine C(CCCCCCC\C=C/CCCCCCCC)(=O)N(CCC)C(CCCCCCC\C=C/CCCCCCCC)=O